BrC(CCCO)(Br)O dibromobutyleneglycol